1,3-dioxirane O1CO1